5-(3-isopropyl-5-(1-(tetrahydro-2H-pyran-4-yl)piperidin-4-yl)-1H-indol-2-yl)-1,3-dimethylpyridin-2(1H)-one C(C)(C)C1=C(NC2=CC=C(C=C12)C1CCN(CC1)C1CCOCC1)C=1C=C(C(N(C1)C)=O)C